(2s,4s)-4-(2-((5-amino-3-ethylpyridin-2-yl)oxy)ethyl)-2-methylpiperidine-1-carboxylic acid tert-butyl ester C(C)(C)(C)OC(=O)N1[C@H](C[C@H](CC1)CCOC1=NC=C(C=C1CC)N)C